FC(CO)F 2,2-difluoro-ethan-1-ol